Rac-[4-chloro-2-(4-fluoroanilino)-1,3-thiazol-5-yl](3-cyclopropyl-1,2,4-oxadiazol-5-yl)methanone ClC=1N=C(SC1C(=O)C1=NC(=NO1)C1CC1)NC1=CC=C(C=C1)F